6-((1-Cyanocyclopropyl)methoxy)-4-(6-(6-((5-fluoro-6-methoxypyridin-3-yl)methyl)-3,6-diazabicyclo[3.1.1]heptan-3-yl)pyridin-3-yl)pyrazolo[1,5-a]pyridine-3-carbonitrile C(#N)C1(CC1)COC=1C=C(C=2N(C1)N=CC2C#N)C=2C=NC(=CC2)N2CC1N(C(C2)C1)CC=1C=NC(=C(C1)F)OC